1-((R)-3-cyclohexyl-2-(3,4-dichlorobenzamido)propanoyl)-4-(5-(2-hydroxypropan-2-yl)-1H-1,2,3-triazol-1-yl)pyrrolidine-2-carboxamide C1(CCCCC1)C[C@H](C(=O)N1C(CC(C1)N1N=NC=C1C(C)(C)O)C(=O)N)NC(C1=CC(=C(C=C1)Cl)Cl)=O